FC1=C(C=CC(=C1F)C([2H])([2H])[2H])C1=NC(=NC2=NC(=C(N=C12)C([2H])([2H])[2H])C([2H])([2H])[2H])[C@@H]1C[C@@H](OCC1)C1=CC(=NC=C1)C([2H])([2H])[2H] 4-(2,3-difluoro-4-(methyl-d3)phenyl)-6,7-bis(methyl-d3)-2-((2R,4S)-2-(2-(methyl-d3)pyridin-4-yl)tetrahydro-2H-pyran-4-yl)pteridine